1-(5-(4-((tert-Butyldimethylsilyl)oxy)butyl)-2-isopropylpyridin-3-yl)-7-chloro-6-fluoropyrido[2,3-d]pyrimidine-2,4(1H,3H)-dione [Si](C)(C)(C(C)(C)C)OCCCCC=1C=C(C(=NC1)C(C)C)N1C(NC(C2=C1N=C(C(=C2)F)Cl)=O)=O